N-(4-iodophenyl)-2-(4H-1,2,4-triazol-4-yl)isonicotinamide IC1=CC=C(C=C1)NC(C1=CC(=NC=C1)N1C=NN=C1)=O